FC=1C=C(OCC2=CC=NC=C2)C=CC1B1OC(C(O1)(C)C)(C)C 4-((3-fluoro-4-(4,4,5,5-tetramethyl-1,3,2-dioxaborolan-2-yl)phenoxy)methyl)pyridine